C12=CC=C(C=C1)C(=O)OCCOC2=O ethylene benzene-1,4-dicarboxylate